BrC=1C=C(C=CC1)C1(COC1)C(O)C=1N(C=C(N1)F)C (3-(3-bromophenyl)oxetan-3-yl)(4-fluoro-1-methyl-1H-imidazol-2-yl)methanol